COC=1C(=C(C=CC1)[C@H]1N(CCC1)C(CC1=NC=C(C=C1C)C(F)(F)F)=O)C 1-[(2S)-2-(3-Methoxy-2-methyl-phenyl)pyrrolidin-1-yl]-2-[3-methyl-5-(trifluoromethyl)-2-pyridyl]ethanone